ClC1=C(C=C2C(=C(N(C2=C1F)C)C1=NNC(=N1)C(=O)N1C[C@@H](CC1)O)N1C=NC=C1)OC (R)-(3-(6-chloro-7-fluoro-3-(1H-imidazol-1-yl)-5-methoxy-1-methyl-1H-indol-2-yl)-1H-1,2,4-triazol-5-yl)(3-hydroxypyrrolidin-1-yl)methanone